C1(=CC=CC2=CC=CC=C12)C(=O)[O-].[Na+] Sodium Naphthalate